CC1([C@H]2CN([C@@H]([C@@H]12)C(=O)N[C@@H](CC1C(NCC1)=O)C(COC(F)(F)F)=O)C([C@@H](CC(F)(F)F)O)=O)C (1R,2S,5S)-6,6-dimethyl-N-((2S)-3-oxo-1-(2-oxopyrrolidin-3-yl)-4-(trifluoromethoxy)butan-2-yl)-3-((R)-4,4,4-trifluoro-2-hydroxybutanoyl)-3-azabicyclo[3.1.0]-hexane-2-carboxamide